N-[2-[[4-[3-[2-(2-aminoethoxy)-4-pyridinyl]phenyl]thiazol-2-yl]amino]-2-oxo-ethyl]-1-methanesulfonyl-pyrrole-3-carboxamide NCCOC1=NC=CC(=C1)C=1C=C(C=CC1)C=1N=C(SC1)NC(CNC(=O)C1=CN(C=C1)S(=O)(=O)C)=O